N12CCN(C(CC1)CC2)C(=O)N2N=C(C1=C2OC(CC1)C)C1=CC=C(C=C1)F (1,4-diazabicyclo[3.2.2]nonan-4-yl)(3-(4-fluorophenyl)-6-methyl-5,6-dihydropyrano[2,3-c]pyrazol-1(4H)-yl)methanone